NC1=C(C2=C(S1)C(C(CC2)(C2=CC=CC=C2)CC#N)=O)C(=O)NC2CC2 2-Amino-6-(cyanomethyl)-N-cyclopropyl-7-oxo-6-phenyl-4,5,6,7-tetrahydrobenzo[b]thiophene-3-carboxamide